FC1=CC=C(C=C1)[C@@H]1N(CCC2=CC=CC=C12)C(=O)NCC1CN(C1)C(=O)[O-] (S)-3-((1-(4-fluorophenyl)-1,2,3,4-tetrahydroisoquinoline-2-carboxamido)methyl)azetidine-1-carboxylate